N-(3-(1,1-difluoroethyl)phenyl)-3-oxobutanamide FC(C)(F)C=1C=C(C=CC1)NC(CC(C)=O)=O